OC1N(CN(C1C)C)C1=NN(C(=C1)C(F)(F)F)C 4-hydroxy-1,5-dimethyl-3-[1-methyl-5-(trifluoromethyl)pyrazol-3-yl]imidazolidin